5-(7-chloro-1-benzofuran-3-yl)-3-methylpyrazin-2-amine ClC1=CC=CC=2C(=COC21)C=2N=C(C(=NC2)N)C